ClC=1C=NN(C(C1Cl)=O)[C@H](C(=O)NC1=CC2=C(NCCCNS2(=O)=O)C=C1)C (S)-2-(4,5-dichloro-6-oxopyridazin-1(6H)-yl)-N-(1,1-dioxido-3,4,5,6-tetrahydro-2H-benzo[g][1,2,6]thiadiazocin-9-yl)propanamide